ClC=1C=C(C=CC1C)C(CCCCCOB([O-])[O-])(C1=CC(=C(C=C1)C)Cl)C1=CC(=C(C=C1)C)Cl.C[NH+](CCCCCCCCCCCCCCCC)C.C[NH+](C)CCCCCCCCCCCCCCCC dimethylhexadecylammonium tris-(3-chloro-4-methyl-phenyl)hexylborat